C(#N)C=1C=NC2=CC=C(C=C2N1)C1=CC=C(C=C1)Br 3-cyano-6-(4-bromophenyl)quinoxaline